N1N=CN=C1[C@@H]1CN(CC1)C(=O)N1CC2(C1)CC(C2)CC2=NC=C(C=C2)C(F)(F)F [(3S)-3-(1H-1,2,4-Triazol-5-yl)pyrrolidin-1-yl]-[6-[[5-(trifluoromethyl)-2-pyridyl]methyl]-2-azaspiro[3.3]heptan-2-yl]methanone